C(CCCCCCCCC)(=O)N[C@@H](CC1=CNC2=CC=CC=C12)C(=O)O decanoyl-tryptophan